FC=1C=CC=C2C=C(NC12)C(=O)N 7-fluoro-1H-indole-2-carboxamide